FC(OC1CN(C1)C(=O)C1=CN(C2=C1C(N(C=C2C)C)=O)C)F 3-((3-(difluoromethoxy)azetidin-1-yl)carbonyl)-1,5,7-trimethyl-1,5-dihydro-4H-pyrrolo[3,2-c]pyridin-4-one